3-(1-(4-(Trifluoromethoxy)phenyl)-1H-pyrazolo[3,4-b]pyridin-3-yl)-1,2,4-oxadiazol-5(4H)-one FC(OC1=CC=C(C=C1)N1N=C(C=2C1=NC=CC2)C2=NOC(N2)=O)(F)F